COC1=C(C=CC(=C1)/C=N/N(C)C1=NS(C2=C1C=C(C=C2OC)C)(=O)=O)O 2-methoxy-4-[(E)-[(7-methoxy-5-methyl-1,1-dioxo-1,2-benzothiazol-3-yl)-methyl-hydrazono]methyl]phenol